anti-neurine C=C[N+](C)(C)C.[OH-]